CN1CC(CC1)OC1=CC2=C(C(NCCO2)=O)C=C1 8-(1-methylpyrrolidin-3-yl)oxy-2,3-dihydro-1,4-benzoxazepin-5-one